(S)-1-azido-40-(4-((9-carboxynonyl)oxy)benzamido)-37-oxo-3,6,9,12,15,18,21,24,27,30,33-undecaoxa-36-azahentetracontan-41-oic acid N(=[N+]=[N-])CCOCCOCCOCCOCCOCCOCCOCCOCCOCCOCCOCCNC(CC[C@@H](C(=O)O)NC(C1=CC=C(C=C1)OCCCCCCCCCC(=O)O)=O)=O